4-(6-(trifluoromethyl)pyridin-2-yl)-N,6-bis(2-(trifluoromethyl)pyridin-4-yl)-1,3,5-triazin-2-amine FC(C1=CC=CC(=N1)C1=NC(=NC(=N1)C1=CC(=NC=C1)C(F)(F)F)NC1=CC(=NC=C1)C(F)(F)F)(F)F